(R)-6-chloro-7-(2-(((3-methylpyridin-2-yl)oxy)methyl)pyrrolidin-1-yl)-1-(4-methyltetra-hydro-2H-pyran-4-yl)-4-oxo-1,4-dihydroquinoline-3-carboxylic acid ClC=1C=C2C(C(=CN(C2=CC1N1[C@H](CCC1)COC1=NC=CC=C1C)C1(CCOCC1)C)C(=O)O)=O